N1CC2(C=3C1=NC=C(C3)C=3C(=C(C(=O)N1C(CCCC1)C#N)C=CC3)F)CC2 1-(3-(1',2'-Dihydrospiro[cyclopropane-1,3'-pyrrolo[2,3-b]pyridin]-5'-yl)-2-fluorobenzoyl)piperidine-2-carbonitrile